6-chloro-2-(1-cyclopropyl-1H-pyrazole-4-carbonyl)-1,2,3,4-tetrahydroisoquinoline ClC=1C=C2CCN(CC2=CC1)C(=O)C=1C=NN(C1)C1CC1